FC(OC=1C=C(CNCCC2(CCOC3(CCCC3)C2)C2=NC=CC=C2)C=CC1)(F)F (3-trifluoromethoxybenzyl)-[2-(9-(pyridin-2-yl)-6-oxaspiro[4.5]decan-9-yl)ethyl]amine